COC1=C(C(=CC(=C1)N1C=NC2=C1C=CC(=C2)C=2C=NN(C2)C)OC)C(=O)N2CC(C2)(C)C [2,6-dimethoxy-4-[5-(1-methylpyrazol-4-yl)benzimidazol-1-yl]phenyl]-(3,3-dimethylazetidin-1-yl)methanone